OC1(CCOC1)C cis-4-hydroxy-4-methyltetrahydrofuran